N-(4-bromo-2,5-difluorophenyl)-5-(thiophen-2-yl)-1H-pyrrole-3-sulfonamide BrC1=CC(=C(C=C1F)NS(=O)(=O)C1=CNC(=C1)C=1SC=CC1)F